dichloro(4-fluorophenyl)silane Cl[SiH](C1=CC=C(C=C1)F)Cl